(R)-N-((R)-1-(2-(benzyloxy)-3,7-dimethyl-4-oxo-4H-pyrido[1,2-a]pyrimidin-9-yl)ethyl)-2-methylpropane-2-sulfinamide C(C1=CC=CC=C1)OC=1N=C2N(C(C1C)=O)C=C(C=C2[C@@H](C)N[S@](=O)C(C)(C)C)C